CC=1C=CC=C2C(=NNC12)C=O 7-METHYL-1H-INDAZOLE-3-CARBALDEHYDE